ClC1=C2CC(CC2=C(C=C1)F)=O 4-chloro-7-fluoro-1,3-dihydro-2H-inden-2-one